C(C)OC(=O)C=1NC2=C(C=CC(=C2C1)SC1=CC(=C(C=C1)F)Cl)F 4-((3-chloro-4-fluorophenyl)mercapto)-7-fluoro-1H-indole-2-carboxylic acid ethyl ester